BrC1=CC=2C(OCC3=CC(=NC=C3C3=C(C=C(C(NS(C(=C1OC)C2)(=O)=O)=C3)F)F)OC)=O 13-bromo-19,21-difluoro-5,14-dimethoxy-16,16-dioxo-9-oxa-16λ6-thia-4,17-diazatetracyclo[16.3.1.111,15.02,7]tricosa-1(21),2,4,6,11(23),12,14,18(22),19-nonaen-10-one